C1(=CC=CC=C1)C=1C(=CC=C(C1)N)C=1C(=CC=CC1)C=1C(=CC=CC1)C1=CC=CC=C1 quinquephenyl-5'-yl-amine